FC1=CC=C2C(=CC=NC2=C1)N1CCN(CC1)C(=O)C1CN(CC1)S(=O)(=O)C1=CC=C(C=C1)C1=CN=CO1 (4-(7-fluoroquinolin-4-yl)piperazin-1-yl)(1-((4-(oxazol-5-yl)phenyl)sulfonyl)pyrrolidin-3-yl)methanone